FC(=C1C[C@@H](CCC1)NC(OC(C)(C)C)=O)F tert-butyl (R)-(3-(difluoromethylene)cyclohexyl)carbamate